(2-(1,3-dioxolan-2-yl)phenyl)acetonitrile O1C(OCC1)C1=C(C=CC=C1)CC#N